BrC1=CC=C(C=C1)S(=O)(=O)N1CCN(CC1)C(=O)OCCCC butyl 4-((4-bromophenyl)sulfonyl)piperazine-1-carboxylate